2,4-bistrichloromethyl-6-p-methoxystyryl-s-triazine ClC(C1=NC(=NC(=N1)C(Cl)(Cl)Cl)C=CC1=CC=C(C=C1)OC)(Cl)Cl